C1(=CC=CC2=CC=CC=C12)C(C(=O)C1=CC=CC2=CC=CC=C12)=O 1,2-di(naphthalene-1-yl)ethane-1,2-dione